(2S,4R)-4-hydroxy-N-[[4-(2-methylpyrazol-3-yl)phenyl]methyl]pyrrolidine-2-carboxamide O[C@@H]1C[C@H](NC1)C(=O)NCC1=CC=C(C=C1)C=1N(N=CC1)C